COC(=O)C(CC1=CC2=C(C=C1)N=C(C=C2)C3=C(C=CC=C3Cl)Cl)NC(=O)C4=C(C=CC=C4Cl)Cl The molecule is a non-proteinogenic amino acid derivative that is the methyl ester of N-(2,6-dichlorobenzoyl)-3-[2-(2,6-dichlorophenyl)-6-quinolyl]alanine. It is a dichlorobenzene, a non-proteinogenic amino acid derivative, a methyl ester and a member of quinolines. It derives from a N-(2,6-dichlorobenzoyl)-3-[2-(2,6-dichlorophenyl)-6-quinolyl]alanine and a methyl 3-[2-(2,6-dichlorophenyl)quinolin-6-yl]alaninate.